C(C1=CC=CC=C1)OC=1C(=C(OC(C(=O)OC)C)C=C(C1)OC)C=O methyl 2-(3-(benzyloxy)-2-formyl-5-methoxyphenoxy)propanoate